C(C1=CN=CC=C1)(=O)N[C@@H](CC(N)=O)C(=O)O nicotinoyl-asparagine